N-[4-({6-methoxy-7-[3-(morpholin-4-yl)propoxy]quinazolin-4-yl}amino)phenyl]benzamide COC=1C=C2C(=NC=NC2=CC1OCCCN1CCOCC1)NC1=CC=C(C=C1)NC(C1=CC=CC=C1)=O